5-fluoro-1-trityl-1H-pyrazole FC1=CC=NN1C(C1=CC=CC=C1)(C1=CC=CC=C1)C1=CC=CC=C1